N-methyl-bicyclo[1.1.1]pentan-1-amine CNC12CC(C1)C2